C1(CC1)[C@@H]1CN=C2N1C1=CC=C(C=C1C(N2CC=2C=NN(C2)C)=O)S(=O)(=O)NC2(CC2)C (R)-1-cyclopropyl-4-((1-methyl-1H-pyrazol-4-yl)methyl)-N-(1-methylcyclopropyl)-5-oxo-1,2,4,5-tetrahydroimidazo[1,2-a]quinazoline-7-sulfonamide